adamantan-1-carboxylic acid (4-bromo-3-methoxyphenyl)amide BrC1=C(C=C(C=C1)NC(=O)C12CC3CC(CC(C1)C3)C2)OC